(S)-3,4,6-trichloro-2-(3-ethyl-6,7-dihydro-5H-pyrrolo[2,1-c][1,2,4]triazol-6-yl)phenol ClC=1C(=C(C(=CC1Cl)Cl)O)[C@@H]1CC2=NN=C(N2C1)CC